C1CCC2=C(C=3CCCC3C=C12)NC(=O)N=[S@@](=O)(N)C1=CC=CC=C1 (S)-N'-((1,2,3,5,6,7-hexahydro-s-indacen-4-yl)carbamoyl)benzenesulfonimidamide